tert-butyl (R)-(1-(2-chlorophenyl)-2-oxocyclohexyl)carbamate ClC1=C(C=CC=C1)[C@]1(C(CCCC1)=O)NC(OC(C)(C)C)=O